4-(5-cyclopropyl-1-fluoropent-1-en-4-yn-1-yl)-1,1'-biphenyl C1(CC1)C#CCC=C(F)C1=CC=C(C=C1)C1=CC=CC=C1